NC[C@H](CN(C(OC(C)(C)C)=O)CCCNC(=O)OC(C)(C)C)O Tert-butyl N-[(2R)-3-amino-2-hydroxy-propyl]-N-[3-(tertbutoxycarbonylamino)propyl]carbamate